C12CC3CC(CC(C1)C3)C2 tricyclo[3.3.1.1{3,7}]decane